[Si](C1=CC=CC=C1)(C1=CC=CC=C1)(C(C)(C)C)OC(CNC1=NN2C(C(=NC(=C2)C2=CC=C(C=C2)C)C=2C=NN(C2)C)=N1)C(F)(F)F N-(2-((tert-butyldiphenylsilyl)oxy)-3,3,3-trifluoropropyl)-6-(4-methylphenyl)-8-(1-Methyl-1H-pyrazol-4-yl)-[1,2,4]triazolo[1,5-a]pyrazin-2-amine